C1(CC1)NC(=O)C1=CC=C(OC=2C=C(C=C(C2)OC2=CC=C(C=C2)F)NC(=O)N2CCN(CC2)CC(CC)CC)C=C1 N-(3-(4-(cyclopropylcarbamoyl)phenoxy)-5-(4-fluorophenoxy)phenyl)-4-(2-ethylbutyl)piperazine-1-carboxamide